(1r,3r)-3-((5,6-difluoropyridin-3-yl)oxy)cyclobutan-1-amine hydrochloride Cl.FC=1C=C(C=NC1F)OC1CC(C1)N